3-cyclopropyl-5-fluoro-4-{[3-(3-methyloxetan-3-ylamino)phenyl]Amino}benzoic acid C1(CC1)C=1C=C(C(=O)O)C=C(C1NC1=CC(=CC=C1)NC1(COC1)C)F